OC1=NC=CC(=C1)N1N=C(N=C1)C(=O)O 1-(2-hydroxy-4-pyridinyl)-1,2,4-triazole-3-carboxylic acid